S1C(=CC=C1)C=1C(=NC=CC1)[Ir+]C1=NC=CC=C1C=1SC=CC1.[Pt+2] platinum(II) bis[(thienyl)pyridyl]iridium (III)